FC1=C(C(=O)O)C=CC=C1N(C(=O)C1=CC=C(C=C1)F)CC1CC1 2-fluoro-3-[(cyclopropylmethyl)(4-fluorophenylcarbonyl)amino]benzoic acid